C(C1=CC=CC=C1)N(C(C(=O)N)=O)CC1=CC=CC=C1 N,N-dibenzyl-oxalyl-diamine